(S)-2-(2-((tert-butoxycarbonyl)amino)-3-(1H-imidazole-4-yl)propionamido)-2-methylpropanoic acid C(C)(C)(C)OC(=O)N[C@H](C(=O)NC(C(=O)O)(C)C)CC=1N=CNC1